N[C@@H]1CN(CC1)C1=CC=C(C=N1)C=1C=2N(C=C(C1)OCC)N=CC2C#N (S)-4-(6-(3-aminopyrrolidin-1-yl)pyridin-3-yl)-6-ethoxypyrazolo[1,5-a]pyridine-3-carbonitrile